tert-butyl (2R,4S)-2-(6-cyano-3-(4-methoxyphenyl)-8-methyl-4-oxo-3,4-dihydroquinazolin-2-yl)-4-fluoropyrrolidine-1-carboxylate C(#N)C=1C=C2C(N(C(=NC2=C(C1)C)[C@@H]1N(C[C@H](C1)F)C(=O)OC(C)(C)C)C1=CC=C(C=C1)OC)=O